[(biphenylyl)(dimethylfluorenyl)triazinyl](phenyldibenzothiophene) C1(=C(C=CC=C1)C1=C(C(=NN=N1)C1=C(C2=C(SC3=C2C=CC=C3)C=C1)C1=CC=CC=C1)C1=C(C(=CC=3C2=CC=CC=C2CC13)C)C)C1=CC=CC=C1